FC(C1=CC=C(C=C1)C1CC(C1)OC=1C=C2C(=CNC2=CC1)NC(=O)C1CC2(CC2)C1)(F)F N-{5-[(1R,3R)-3-[4-(trifluorometh-yl)phenyl]cyclobutoxy]-1H-indol-3-yl}spiro[2.3]-hexane-5-carboxamide